ethyl-2-(2-hydroxy-4-methoxyphenyl)imidazoleacetic acid (S)-1-acetyl-4-methylcyclohex-3-en-1-yl ester C(C)(=O)[C@]1(CC=C(CC1)C)OC(CC1(N=CC(=N1)CC)C1=C(C=C(C=C1)OC)O)=O